8-chloro-5-(3,4-difluorophenyl)-1-tetrahydropyran-2-yl-6-tetrahydropyran-4-yl-pyrazolo[4,3-g]isoquinoline ClC1=NC(=C(C2=CC3=C(C=C12)N(N=C3)C3OCCCC3)C3=CC(=C(C=C3)F)F)C3CCOCC3